N-tert-Butoxycarbonyl-N-(2,2-difluoro-5-prop-2-ynyloxy-pentyl)carbamic acid tert-butyl ester C(C)(C)(C)OC(N(CC(CCCOCC#C)(F)F)C(=O)OC(C)(C)C)=O